2,6-Bis{[(4-ferrocenylphenyl)imino]-4-ethoxybenzyl}pyridine tris(β-chloroethyl)phosphate ammonium butanesulfonate C(CCC)S(=O)(=O)[O-].[NH4+].ClCCOP(=O)(OCCCl)OCCCl.[C-]1(C=CC=C1)C1=CC=C(C=C1)N=C(C1=CC=C(C=C1)OCC)C1=NC(=CC=C1)C(C1=CC=C(C=C1)OCC)=NC1=CC=C(C=C1)[C-]1C=CC=C1.[CH-]1C=CC=C1.[Fe+2].[CH-]1C=CC=C1.[Fe+2]